CC(CCCCO)(C)C Trimethyl-amyl alcohol